N1N=CC2=CC=CC(=C12)CN1CC(C2(CC1)COC1=C3CN(C(C3=CC=C12)=O)[C@@H]1C(NC(CC1)=O)=O)(F)F (3S)-3-(1'-((1H-indazol-7-yl)methyl)-3',3'-difluoro-6-oxo-6,8-dihydro-2H,7H-spiro[furo[2,3-e]isoindole-3,4'-piperidin]-7-yl)piperidine-2,6-dione